N-(3-fluoro-2'-hydroxy-3'-(5-(piperazin-1-yl)-1H-pyrazol-3-yl)-[1,1'-biphenyl]-4-yl)acetamide di(trifluoroacetate) FC(C(=O)O)(F)F.FC(C(=O)O)(F)F.FC=1C=C(C=CC1NC(C)=O)C1=C(C(=CC=C1)C1=NNC(=C1)N1CCNCC1)O